C(C1=CC=CC=C1)N1C(=NN=C1C=1SC=CC1)SC1=C(C=C(C=C1F)C(=O)NO)F 4-[[4-benzyl-5-(2-thienyl)-1,2,4-triazol-3-yl]sulfanyl]-3,5-difluoro-benzenecarbohydroxamic acid